[N+](=O)([O-])C1=CC=C(OC(=O)O[C@@H]2[C@H](OC(C)=O)[C@@H](OC(C)=O)[C@H](OC(C)=O)[C@H](O2)COC(C)=O)C=C1 1-O-(4-nitrophenoxycarbonyl)-2,3,4,6-tetra-O-acetyl-α-D-glucopyranose